ClC1=NC(=CC=C1C1=CC2=C(N=C3N2[C@H]2C4=C(C(N([C@@H]3C2)C([2H])([2H])[2H])=O)C=CC=C4OC(F)F)C=C1)P(=O)(C)C (7R,14R)-11-(2-chloro-6-(dimethylphosphoryl)pyridin-3-yl)-1-(difluoromethoxy)-6-(methyl-d3)-6,7-dihydro-7,14-methanobenzo[f]benzo[4,5]imidazo[1,2-a][1,4]diazocin-5(14H)-one